rac-(5s,7s)-N-(2,2-difluoroethyl)-7-fluoro-N-methyl-5-phenyl-6,7-dihydro-5H-pyrrolo[1,2-b][1,2,4]triazole-2-carboxamide FC(CN(C(=O)C=1N=C2N(N1)[C@@H](C[C@@H]2F)C2=CC=CC=C2)C)F |r|